(7S)-N-(3-chlorophenyl)-9-(1-isopropyl-1,2,3,6-tetrahydropyridin-4-yl)-1-methyl-6,7-dihydro-5H-benzo[c][1,2,3]triazolo[1,5-a]azepin-7-amine ClC=1C=C(C=CC1)N[C@@H]1C2=C(C=3N(CC1)N=NC3C)C=CC(=C2)C=2CCN(CC2)C(C)C